COC[SiH2]CCC1C(=O)OC(C1)=O 2-(methoxymethylsilyl)ethylsuccinic anhydride